(S)-1,3-dichloro-8,8-dimethyl-4-oxo-4,6,7,8-tetrahydropyrrolo[1,2-a]pyrazine-6-carboxylate ClC1=C2N(C(C(=N1)Cl)=O)[C@@H](CC2(C)C)C(=O)[O-]